8-bromo-6-(bromomethyl)-3-(3,4-dichlorobenzyl)chroman-4-one BrC=1C=C(C=C2C(C(COC12)CC1=CC(=C(C=C1)Cl)Cl)=O)CBr